C1(CC1)C=1C=C(C=CC1)[C@H]1CC2(CN(C2)C(=O)C2CC(C2)(C)O)CC1 |r| (rac)-(6-(3-Cyclopropylphenyl)-2-azaspiro[3.4]octan-2-yl)((1s,3s)-3-hydroxy-3-methylcyclobutyl)methanon